C(CC#C)NC([C@@H](C)NC1=CC(N(C2=CC=C(C=C12)NC1=C(C(=NC=C1)Cl)C#N)C)=O)=O (R)-N-(But-3-yn-1-yl)-2-((6-((2-chloro-3-cyanopyridin-4-yl)amino)-1-methyl-2-oxo-1,2-dihydroquinolin-4-yl)amino)propanamide